FC[C@@H](CO)NC(OC(C)(C)C)=O tert-Butyl N-[(1R)-1-(fluoromethyl)-2-hydroxy-ethyl]carbamate